[Zn].[Cu].[Pb].O water lead copper zinc